FC1=C(C#N)C=C(C=C1)COC=1C=C2N(C(N1)=O)CC1N2CCN(C1)S(=O)(=O)C 2-Fluoro-5-(((2-(methylsulfonyl)-9-oxo-2,3,4,9,11,11a-hexahydro-1H-pyrazino[1',2':3,4]imidazo[1,2-c]pyrimidin-7-yl)oxy)methyl)benzonitrile